ClC=1C(=NC2=CC=CC=C2C1)C1=CC=CC=C1 3-chloro-2-phenylquinoline